C(C=C)(=O)OC1CC(NC(C1)(C)C)(C)C 4-acryloyloxy-2,2,6,6-tetramethyl-piperidine